3-[7-[2-[2-[[2-[4-[6-(dimethylamino)pyridin-3-yl]-2-(trifluoromethyl)phenyl]-1,3-benzothiazol-6-yl]oxy]ethoxy]ethoxy]-3-oxidanylidene-1H-isoindol-2-yl]piperidine-2,6-dione CN(C1=CC=C(C=N1)C1=CC(=C(C=C1)C=1SC2=C(N1)C=CC(=C2)OCCOCCOC=2C=CC=C1C(N(CC21)C2C(NC(CC2)=O)=O)=O)C(F)(F)F)C